C(C)(C)NC(O[C@H]1C[C@H](CC1)C1=CC(=NN1)NC(COC1=C(C(=C(C=C1)C)O)C=O)=O)=O (1R,3S)-3-(3-(2-(2-formyl-3-hydroxy-4-methylphenoxy)acetamido)-1H-pyrazol-5-yl)cyclopentyl isopropylcarbamate